C(CCCCCCCCCCC)SCCC(OCC(CO)(CO)COC(CCSCCCCCCCCCCCC)=O)=O 2,2-bis[[3-(dodecylthio)-1-oxopropoxy]methyl]-1,3-propylene glycol